(R)-N-(5-(4-(5-chloro-4-fluoro-2-(2-hydroxypropan-2-yl)phenylamino)pyrimidin-2-ylamino)-4-methoxy-2-(3-(methylamino)pyrrolidin-1-yl)phenyl)acrylamide trifluoroacetate salt FC(C(=O)O)(F)F.ClC=1C(=CC(=C(C1)NC1=NC(=NC=C1)NC=1C(=CC(=C(C1)NC(C=C)=O)N1C[C@@H](CC1)NC)OC)C(C)(C)O)F